1-Methyl-2-oxo-N-(4-((4-(4-(trifluoromethyl)piperidin-1-yl)phenyl)amino)benzyl)piperidine-4-carboxamide CN1C(CC(CC1)C(=O)NCC1=CC=C(C=C1)NC1=CC=C(C=C1)N1CCC(CC1)C(F)(F)F)=O